(2S,3R)-3-((2-amino-6-methylpyridin-4-yl)methyl)-N2-(1-methyl-1H-pyrazol-5-yl)-N1-((R)-1-(2,3-difluorophenyl)propyl)-N2-methyl-4-oxoazetidine-1,2-dicarboxamide NC1=NC(=CC(=C1)C[C@@H]1[C@H](N(C1=O)C(=O)N[C@H](CC)C1=C(C(=CC=C1)F)F)C(=O)N(C)C1=CC=NN1C)C